COC1=CC=C(CNC(=O)NC2CC3(C2)CC(C3)OCC3=CC=NC=C3)C=C1 1-(4-methoxybenzyl)-3-(6-(pyridin-4-ylmethoxy)spiro[3.3]hept-2-yl)urea